Isoquinoline-7-carboxylic acid hydrochloride Cl.C1=NC=CC2=CC=C(C=C12)C(=O)O